CS(=O)(=O)C1=CC=C(C=C1)C1=NN2C(=NC=3C=CC=CC3C2=N1)N[C@H]1C(NCCC1)=O (3R)-3-({2-[4-(methylsulfonyl)phenyl][1,2,4]triazolo[1,5-c]quinazolin-5-yl}amino)piperidin-2-one